14-methylene-heptadecanoic acid C=C(CCCCCCCCCCCCC(=O)O)CCC